2-(thiophen-2-yl)phenol S1C(=CC=C1)C1=C(C=CC=C1)O